BrC=1N=C(N(N1)C1=NC=CC=N1)[C@@H](C)N |r| racemic-1-(5-bromo-2-pyrimidin-2-yl-1,2,4-triazol-3-yl)ethylamine